ClC1=NC(=NC(=C1C)N1CCC(CC1)OC=1C=NC(=CC1)OC)C(=O)NC1CCC=2C=CC=NC2C1 4-chloro-6-(4-((6-methoxypyridin-3-yl)oxy)piperidin-1-yl)-5-methyl-N-(5,6,7,8-tetrahydroquinolin-7-yl)pyrimidine-2-carboxamide